[Br].CNCC1=CC=CC=C1 methylbenzylamine bromine